(2S)-1-methylpyrrolidine CN1CCCC1